Cl.FC1(CCNCC1)CO (4-fluoropiperidin-4-yl)methanol HCl